3-bromo-2-((4-chloro-2-fluorobenzyl)oxy)pyridine tert-butyl-N-[6-[1,5-bis(hydroxymethyl)-8-oxabicyclo[3.2.1]octan-3-yl]-2-(4,4-dimethylcyclohexen-1-yl)-3-pyridyl]carbamate C(C)(C)(C)OC(NC=1C(=NC(=CC1)C1CC2(CCC(C1)(O2)CO)CO)C2=CCC(CC2)(C)C)=O.BrC=2C(=NC=CC2)OCC2=C(C=C(C=C2)Cl)F